(S)-8-((3-((tert-butyldiphenylsilyl)oxy)-2-(pyrimidin-2-yloxy)propyl)thio)-7-chloro-6-(trifluoromethyl)quinazoline-2,4(1H,3H)-dione [Si](C1=CC=CC=C1)(C1=CC=CC=C1)(C(C)(C)C)OC[C@@H](CSC=1C(=C(C=C2C(NC(NC12)=O)=O)C(F)(F)F)Cl)OC1=NC=CC=N1